oxazolo[3,4-c]oxazol C1C=2N(CO1)COC2